ClC1=CC=C(S1)CN(C1=C(C(=NN1C(C1=C(C=CC=C1)F)=O)C1CN(CC1C(F)(F)F)S(=O)(=O)C)OC)C N-[(5-chlorothiophen-2-yl)methyl]-1-(2-fluorobenzoyl)-3-[1-methanesulfonyl-4-(trifluoromethyl)pyrrolidin-3-yl]-4-methoxy-N-methyl-1H-pyrazol-5-amine